ClC1=CC(=NC=N1)NC1=CC=C(C=N1)N1CCN(CC1)C(=O)OC(C)(C)C tert-butyl 4-(6-((6-chloropyrimidin-4-yl)amino)pyridin-3-yl)piperazine-1-carboxylate